FC1(CN(CC1)C(=O)[C@@H]1CCCC=2N1C(N(N2)CC=2N=C(SC2)C(F)(F)F)=O)F (5S)-5-[(3,3-Difluoropyrrolidin-1-yl)carbonyl]-2-{[2-(trifluoromethyl)-1,3-thiazol-4-yl]methyl}-5,6,7,8-tetrahydro[1,2,4]triazolo[4,3-a]pyridin-3(2H)-one